methyl (1r,4r)-4-[3-(difluoromethyl)-4-nitropyrazol-1-yl]cyclohexane-1-carboxylate FC(C1=NN(C=C1[N+](=O)[O-])C1CCC(CC1)C(=O)OC)F